1-[(1r,4r)-4-{3-[5-(trifluoromethyl)pyrimidin-2-yl]-1,2,4-oxadiazol-5-yl}cyclohexyl]methanamine, hydrochloride salt Cl.FC(C=1C=NC(=NC1)C1=NOC(=N1)C1CCC(CC1)CN)(F)F